C1(=CC=CC2=CC=CC=C12)C(=O)N1CC=2C(=C(N=C(C2CC1)N1CC(N(CC1)C(C=C)=O)CC#N)N1CCN(CC1)C)C#N 6-(1-naphthoyl)-1-(4-acryloyl-3-(cyanomethyl)piperazin-1-yl)-3-(4-methylpiperazin-1-yl)-5,6,7,8-tetrahydro-2,6-naphthyridine-4-carbonitrile